C(C)(C)(C)C1=NC(=NO1)C1=CC=C(C=C1)C(=O)N1CCN(CC1)C=1OC=2C(=NC(=CC2)C)N1 [4-(5-tert-Butyl-1,2,4-oxadiazol-3-yl)phenyl]-[4-(5-methyloxazolo[4,5-b]pyridin-2-yl)piperazin-1-yl]methanon